BrC=1C=C2CN=C(NC2=CC1)C1COCC1 6-bromo-2-tetrahydrofuran-3-yl-1,4-dihydroquinazoline